C(C)OC(=O)C1=NC=2C(=NC(=CN2)Br)N1CC 6-bromo-1-ethyl-1H-imidazo[4,5-b]Pyrazine-2-carboxylic acid ethyl ester